(3S)-3-({N-[(4-methoxy-1H-indol-2-yl) carbonyl]-L-leucyl}amino)-2-oxo-4-[(3S)-2-oxopyrrolidin-3-yl]butyl 4-fluoro-2,6-dimethylbenzoate FC1=CC(=C(C(=O)OCC([C@H](C[C@H]2C(NCC2)=O)NC([C@@H](NC(=O)C=2NC3=CC=CC(=C3C2)OC)CC(C)C)=O)=O)C(=C1)C)C